3-(3-Fluoro-4-((methylsulfonyl)methyl)phenyl)-7-(1-(5-(3-guanidinopropyl)-2-oxooxazol-3(2H)-yl)ethyl)-1H-indole-2-carboxylic acid hydrochloride Cl.FC=1C=C(C=CC1CS(=O)(=O)C)C1=C(NC2=C(C=CC=C12)C(C)N1C(OC(=C1)CCCNC(=N)N)=O)C(=O)O